4-(3-amino-4-(4-((5-fluoro-2-methoxybenzamido)methyl)phenyl)-1H-pyrazolo[4,3-c]pyridin-6-yl)-N-phenylpiperidine-1-carboxamide NC1=NNC2=C1C(=NC(=C2)C2CCN(CC2)C(=O)NC2=CC=CC=C2)C2=CC=C(C=C2)CNC(C2=C(C=CC(=C2)F)OC)=O